5-(4-((3-(cyclopropylmethyl)-3H-imidazo[4,5-b]pyridin-6-yl)methoxy)phenyl)-2-oxo-6-(trifluoromethyl)-1,2-dihydropyridine-3-carboxamide C1(CC1)CN1C=NC=2C1=NC=C(C2)COC2=CC=C(C=C2)C=2C=C(C(NC2C(F)(F)F)=O)C(=O)N